(1R,2R,5R)-1-Acetamido-N-(tert-butyl)-2-((dibenzylamino)methyl)-5-vinylcyclohexane-1-carboxamide C(C)(=O)N[C@]1([C@H](CC[C@H](C1)C=C)CN(CC1=CC=CC=C1)CC1=CC=CC=C1)C(=O)NC(C)(C)C